C(C1=CC=CC=C1)OC=1C=C(OC2C(NC(CC2)=O)=O)C=C(C1)C 3-(3-benzyloxy-5-methyl-phenoxy)piperidine-2,6-dione